BrC1=C(CN(CC(=O)Cl)S(=O)(=O)C2=CC=C(C)C=C2)C=CC=C1 N-(2-bromobenzyl)-N-tosyl-glycyl chloride